C1(CCCC1)N1C(N(C=2C1=C1C(=NC2)NC(=C1C=1C=C2C=NN(C2=CC1)C)C=1C=NC(=CC1)OC1CCOCC1)C)=O 1-cyclopentyl-3-methyl-8-(1-methyl-1H-indazol-5-yl)-7-(6-((tetrahydro-2H-pyran-4-yl)oxy)pyridin-3-yl)-3,6-dihydroimidazo[4,5-d]pyrrolo[2,3-b]pyridin-2(1H)-one